ClC=1C=C(C=CC1OC(C)C)C1=C(C=C2C(C(COC2=C1)(C)C)NC(O[C@@H]1CN2CCC1CC2)=O)OC (S)-quinuclidin-3-yl (7-(3-chloro-4-isopropoxyphenyl)-6-methoxy-3,3-dimethylchroman-4-yl)carbamate